(R)-2-methyl-6-(2-methyl-2H-tetrazol-5-yl)-N-(1-(3-nitro-5-(trifluoromethyl)phenyl)ethyl)-7-(pyrrolidin-1-yl)pyrido[2,3-d]pyrimidin-4-amine CC=1N=C(C2=C(N1)N=C(C(=C2)C=2N=NN(N2)C)N2CCCC2)N[C@H](C)C2=CC(=CC(=C2)C(F)(F)F)[N+](=O)[O-]